(+)-N-(2-(methylamino)-2-(thiophen-3-yl)ethyl)isoindoline-2-carboxamide CNC(CNC(=O)N1CC2=CC=CC=C2C1)C1=CSC=C1